C(C)(C)(C)OP(=O)(OC(C)(C)C)OC1=C(C=CC=C1)CC(C(=O)O)(C)C 3-(2-((di-tert-butoxyphosphoryl)oxy)phenyl)-2,2-dimethylpropanoic acid